C(#C)C1=CC2=C(CN(CC2)C(=O)OC(C)(C)C)S1 tert-butyl 2-ethynyl-4,7-dihydrothieno[2,3-c]pyridin-6(5H)-carboxylate